3-chloro-6-fluoro-2-methyl-N-(1H-pyrazol-3-yl)benzamide ClC=1C(=C(C(=O)NC2=NNC=C2)C(=CC1)F)C